3-(3-((4-methoxybenzyl)oxy)azetidin-1-yl)-2-(1H-pyrrol-1-yl)benzoic acid methyl ester COC(C1=C(C(=CC=C1)N1CC(C1)OCC1=CC=C(C=C1)OC)N1C=CC=C1)=O